ClCC1=C(C=C(C=C1)C#C[Si](C(C)C)(C(C)C)C(C)C)C1CC1 {[4-(chloromethyl)-3-cyclopropylphenyl]ethynyl}tri(propan-2-yl)silane